4-[6-(4-piperazin-1-ylphenyl)pyrazolo[1,5-a]pyrimidin-3-yl]quinoline N1(CCNCC1)C1=CC=C(C=C1)C=1C=NC=2N(C1)N=CC2C2=CC=NC1=CC=CC=C21